1H-benzotriazole-1-yloxytris(pyrrolidino)phosphonium hexafluorophosphate F[P-](F)(F)(F)(F)F.N1(N=NC2=C1C=CC=C2)O[P+](N2CCCC2)(N2CCCC2)N2CCCC2